C(CCC)C1CCCC2=C(N(C3=C(C=CC=C23)C(=O)NCCO)CC2=CC(=CC=C2)C(N)=O)C1 7-butyl-5-[(3-carbamoylphenyl)methyl]-N-(2-hydroxyethyl)-5H,6H,7H,8H,9H,10H-cyclohepta[b]indol-4-carboxamide